2-[4-(2-cyclopropyl-1-methyl-imidazol-4-yl)-3-fluoro-phenyl]-5-fluoro-4-methylsulfanyl-pyrimidine C1(CC1)C=1N(C=C(N1)C1=C(C=C(C=C1)C1=NC=C(C(=N1)SC)F)F)C